C1(CC1)C(=O)N1CCC(=CC1)C1=NC=CC2=CC=C(C=C12)OC1=CC=C(C=C1)C(F)(F)F Cyclopropyl-[4-[7-[4-(trifluoromethyl)phenoxy]-1-isoquinolyl]-3,6-dihydro-2H-pyridin-1-yl]methanone